Cl.N[C@H](C(=O)O)CC1=C(C=C(C=C1)C#N)F (S)-2-amino-3-(4-cyano-2-fluorophenyl)propanoic acid hydrochloride